1-(thiazole-2-yl)thiourea S1C(=NC=C1)NC(=S)N